(S)-2-(tert-butoxy)-2-(7-(4-chlorophenyl)-5-methyl-2-(1-methyl-3-(1-(((S)-1-methylazetidin-2-yl)methyl)piperidin-4-yl)-1H-indazol-5-yl)benzo[d]thiazol-6-yl)acetic acid C(C)(C)(C)O[C@H](C(=O)O)C1=C(C2=C(N=C(S2)C=2C=C3C(=NN(C3=CC2)C)C2CCN(CC2)C[C@H]2N(CC2)C)C=C1C)C1=CC=C(C=C1)Cl